Cl.N1N[C@@H](CCC1)C(=O)OC methyl (3S)-hexahydropyridazine-3-carboxylate, hydrochloride